OC(CCN1N=CC=C(C1=O)C1=CC=CC=C1)CO 2-(3,4-dihydroxybutyl)-4-phenylpyridazin-3(2H)-one